BrC=1C=C(C=CC1Br)C(S(=O)(=O)C1=CC=C(C)C=C1)[N+]#[C-] 1-(3,4-DIBROMOPHENYL)-1-TOSYLMETHYL ISOCYANIDE